ClC1=C(C=CC=C1)CC=O 2-(2-chloroPhenyl)ethan-1-one